[Si](C)(C)(C(C)(C)C)OCC1=CC=C(C=N1)C(C(=O)OCC)(C(=O)OCC)C diethyl 2-(6-(((tert-butyldimethylsilyl)oxy)methyl)pyridin-3-yl)-2-methylmalonate